ClC1=CC(=CC=2N=C(OC21)C=2C(=C(C=CC2)C2=C(C(=CC=C2)NC2=NC=CC1=NC=CN=C12)C)C)C=O 7-chloro-2-(2,2'-dimethyl-3'-(pyrido[4,3-b]pyrazin-5-ylamino)biphenyl-3-yl)benzo[d]oxazole-5-carbaldehyde